C1(=CC=CC=C1)N1C2=CC=CC=C2C=2C=CC(=CC12)C1=NC(=NC2=CC=CC=C12)N1C=2C=CC3=C(C2C=2C4=C(C=CC12)C=CC=C4)C=CC=C3 7-(4-(9-phenyl-9H-carbazol-2-yl)quinazolin-2-yl)-7H-dibenzo[c,g]carbazol